C(CCC)OC1=C(C=CC(=C1)C1=CC=CC=C1)O butoxy-p-phenylphenol